(S)-1-(2-cyclobutylideneethyl)-N-(1,1-dicyclopropyl-3-((4-(3,5-dimethyl-1H-pyrazol-4-yl)phenyl)amino)-3-oxopropan-2-yl)-1H-pyrazole-5-carboxamide C1(CCC1)=CCN1N=CC=C1C(=O)N[C@@H](C(C1CC1)C1CC1)C(=O)NC1=CC=C(C=C1)C=1C(=NNC1C)C